ClC1=C(C=CC(=C1)Cl)[C@@H]1OC2=C(OC1)C=CC=C2C2CCN(CC2)CC2=NC1=C(N2CC2CC23CC3)C=C(C=C1)C(=O)O 2-((4-((S)-3-(2,4-dichlorophenyl)-2,3-dihydrobenzo[b][1,4]dioxin-5-yl)piperidine-1-yl)methyl)-1-(spiro[2.2]pentan-1-ylmethyl)-1H-benzo[d]imidazole-6-carboxylic acid